C1(CC1)OC=1C=C2C(=NC(=NC2=CC1)C)S 6-cyclopropoxy-2-methylquinazoline-4-thiol